COC=1C=2N(C=C(C1)C1=C(C(=NN1)C1=NC=C(C(=C1)C(F)(F)F)C1CCN(CC1)C1COC1)CC(F)(F)F)N=CN2 8-methoxy-6-(3-(5-(1-(oxetan-3-yl)piperidin-4-yl)-4-(trifluoromethyl)pyridin-2-yl)-4-(2,2,2-trifluoroethyl)-1H-pyrazol-5-yl)-[1,2,4]triazolo[1,5-a]pyridine